NC(C)(C)C1=CC(=NC(=C1)C1=CC=C(C=C1)F)OC1[C@@H]2CN(C[C@H]12)C(=O)C1=CC(=NN1C)C=1OC=CN1 ((1R,5S,6s)-6-((4-(2-aminopropan-2-yl)-6-(4-fluorophenyl)pyridin-2-yl)oxy)-3-azabicyclo[3.1.0]hexan-3-yl)(1-methyl-3-(oxazol-2-yl)-1H-pyrazol-5-yl)methanone